Ketoisoleucin O=N[C@@H]([C@@H](C)CC)C(=O)O